(S)-4-Fluoro-N-(1-(4-(2,2-dimethyl-propylsulfonyl)phenylamino)-1-oxo-3-phenylpropan-2-yl)benzamide FC1=CC=C(C(=O)N[C@H](C(=O)NC2=CC=C(C=C2)S(=O)(=O)CC(C)(C)C)CC2=CC=CC=C2)C=C1